CC1=NC=CC=2N=CN=C(C21)N2CCC1(CC1)CC2 5-methyl-4-(6-azaspiro[2.5]oct-6-yl)pyrido[4,3-d]pyrimidine